1-(3-Carboxypropyl)-3-(3,4-dichlorophenyl)-1-methylurea C(=O)(O)CCCN(C(=O)NC1=CC(=C(C=C1)Cl)Cl)C